FC(C1=CC=C(C=C1)C(CCC)=O)(F)F 1-[4-(Trifluoromethyl)phenyl]butan-1-one